COC(=O)C1=NN(C(=C1)C1=CC(=NC=C1F)Cl)COCC[Si](C)(C)C 5-(2-chloro-5-fluoropyridin-4-yl)-1-{[2-(trimethylsilyl)ethoxy]Methyl}pyrazole-3-carboxylic acid methyl ester